N-((1s,3s)-3-(6-((4-(4-(3-(4-(2-(4-(2,6-dioxopiperidin-3-yl)phenoxy)acetyl)piperazin-1-yl)propyl)piperazin-1-yl)phenyl)amino)-9H-purin-9-yl)cyclobutyl)-2-phenylacetamide O=C1NC(CC[C@H]1C1=CC=C(OCC(=O)N2CCN(CC2)CCCN2CCN(CC2)C2=CC=C(C=C2)NC2=C3N=CN(C3=NC=N2)C2CC(C2)NC(CC2=CC=CC=C2)=O)C=C1)=O